C(CCCCCCCCCCCCCCC)C1=C(C=CC=C1)O.[Na] sodium cetyl-phenol